(R)-2-((S)-2-((tert-Butoxycarbonyl)(methyl)amino)-N,4-dimethylpentanamido)-3-(4-phenyl-1H-1,2,3-triazol-1-yl)propanoic acid C(C)(C)(C)OC(=O)N([C@H](C(=O)N(C)[C@@H](C(=O)O)CN1N=NC(=C1)C1=CC=CC=C1)CC(C)C)C